N1=CC=C(C=C1)CCS 4-pyridylethylmercaptan